5-[7-[[5-[3-(methoxymethyl)azetidine-1-carbonyl]-2-pyridyl]amino]-3-methyl-imidazo[4,5-b]pyridin-5-yl]oxy-4-methyl-pyridine-2-carbonitrile COCC1CN(C1)C(=O)C=1C=CC(=NC1)NC1=C2C(=NC(=C1)OC=1C(=CC(=NC1)C#N)C)N(C=N2)C